C(C1=CC=CC=C1)N1C(=NC(=C1C(C1=C(C=CC=C1)O)=O)C=1OC=CC1)C1=CC=CC=C1 1-benzyl-4-(2-furyl)-2-phenyl-5-o-hydroxybenzoyl-1H-imidazole